[K+].N[C@@H]([C@H](O)C)C(=O)[O-] threonine potassium salt